6-isopropylimidazo[1,2-a]pyrazine-2-carbaldehyde C(C)(C)C=1N=CC=2N(C1)C=C(N2)C=O